4-(1-((S)-1-((2,2-difluoro-[1,3]dioxolo[4',5':4,5]benzo[1,2-d]thiazol-6-yl)amino)-1-oxopropan-2-yl)-4,4-difluoropiperidin-3-yl)-2-(hydroxymethyl)pyridine 1-oxide FC1(OC=2C(=CC3=C(N=C(S3)NC([C@H](C)N3CC(C(CC3)(F)F)C3=CC(=[N+](C=C3)[O-])CO)=O)C2)O1)F